Arabinoose O=C[C@@H](O)[C@H](O)[C@H](O)CO